(1r,2r,3s)-3-((6-(2-hydroxy-6-methyl-4-(trifluoromethyl)phenyl)pyridazin-3-yl)amino)cyclopentane-1,2-diol OC1=C(C(=CC(=C1)C(F)(F)F)C)C1=CC=C(N=N1)N[C@@H]1[C@H]([C@@H](CC1)O)O